FC=1C(=NC(=NC1C1=CC=CC=C1)C1=CNC2=NC=C(C=C21)F)NC2C(C1CCC2CC1)C(=O)O (+/-)-trans-3-((5-fluoro-2-(5-fluoro-1H-pyrrolo[2,3-b]pyridin-3-yl)-6-phenyl-pyrimidin-4-yl)amino)bicyclo[2.2.2]octane-2-carboxylic acid